(2r,5s)-5-[2-(4-chloro-3-fluorophenoxy)acetamido]-2-{[4-fluoro-3-(trifluoromethyl)phenyl]carbamoyl}piperidine-1-carboxylic acid tert-butyl ester C(C)(C)(C)OC(=O)N1[C@H](CC[C@@H](C1)NC(COC1=CC(=C(C=C1)Cl)F)=O)C(NC1=CC(=C(C=C1)F)C(F)(F)F)=O